(2-(1-methyl-1H-pyrazol-4-yl)piperidin-1-yl)methanone CN1N=CC(=C1)C1N(CCCC1)C=O